2-methylpropan-2-yl {[(7R)-5-{5-nitro-1-[(3S)-tetrahydro-3-furanyl] indazol-4-yl}-5-azaspiro[2.4]hept-7-yl] amino}carboxylate [N+](=O)([O-])C=1C(=C2C=NN(C2=CC1)[C@@H]1COCC1)N1CC2(CC2)[C@H](C1)NC(=O)OC(C)(C)C